C(C1=CC=CC=C1)OC=1C(C=CN2N([C@H]3N(C(C21)=O)CCOC3)[C@H](C3=CC=CC=C3)C3=CC(=C(C=C3)F)F)=O (12aR)-7-benzyloxy-12-[(R)-(3,4-difluorophenyl)(phenyl)methyl]-3,4,12,12a-tetrahydro-1H-[1,4]oxazino[3,4-c]pyrido[2,1-f][1,2,4]triazine-6,8-dione